Cl.C1(CC1)C1=CC=C(CC2(CCNCC2)C#N)C=C1 4-(4-cyclopropylbenzyl)piperidine-4-carbonitrile hydrochloride